OC[C@]1(C2=C(OC1)C=CC1=CC=CC=C12)C1=CC=C(C=C1)O (R)-4-(1-(hydroxymethyl)-1,2-dihydronaphtho[2,1-b]furan-1-yl)phenol